6-[3-(1,1-Difluoroethyl)-4-fluoro-phenyl]-1-(pyrimidin-5-ylmethyl)pyrazolo[4,3-b]pyridine FC(C)(F)C=1C=C(C=CC1F)C=1C=C2C(=NC1)C=NN2CC=2C=NC=NC2